10,20-diphenyl-porphyrin C1(=CC=CC=C1)C=1C=2C=CC(=CC3=CC=C(N3)C(=C3C=CC(C=C4C=CC1N4)=N3)C3=CC=CC=C3)N2